morpholineethanesulfonic acid hydrate O.N1(CCOCC1)CCS(=O)(=O)O